6-(3-methylimidazo[1,5-a]pyridin-6-yl)-N2-[1-[2-(trifluoromethyl)-1H-imidazol-4-yl]ethyl]-1,3,5-triazine-2,4-diamine CC1=NC=C2N1C=C(C=C2)C2=NC(=NC(=N2)NC(C)C=2N=C(NC2)C(F)(F)F)N